C(C)(C)(C)OC(=O)C1(CC1)N1C(C2=CC=C(C=C2C2(CC2)C1)Br)=O 1-(6-bromo-1-oxospiro[3H-isoquinoline-4,1'-cyclopropane]-2-yl)cyclopropane-1-carboxylic acid tert-butyl ester